3-(5-(1,3-Dioxolan-2-yl)pyridin-3-yl)-3-(5-(2-(5,6,7,8-tetrahydro-1,8-naphthyridin-2-yl)ethoxy)-1H-indazol-1-yl)propanoic acid O1C(OCC1)C=1C=C(C=NC1)C(CC(=O)O)N1N=CC2=CC(=CC=C12)OCCC1=NC=2NCCCC2C=C1